8-(6-methyl-7-(4-(piperazin-1-yl)phenyl)imidazo[1,2-b]pyridazin-3-yl)-2,3-dihydro-[1,4]dioxino[2,3-b]pyridine CC=1C(=CC=2N(N1)C(=CN2)C2=C1C(=NC=C2)OCCO1)C1=CC=C(C=C1)N1CCNCC1